OC=1C=C(C=O)C=C(C1O)OC 3,4-dihydroxy-5-methoxybenzaldehyde